monomethyl propionate C(CC)(=O)OC